N[C@@H](CC1=CC=C(C=C1)O)C(=O)N[C@@H]([C@H](O)C)C(=O)O Tyrosyl-Threonine